(R)-4-(tetrahydrofuran-3-yl)aniline O1C[C@H](CC1)C1=CC=C(N)C=C1